BrC1=C(C(=C(C(=C1F)F)F)F)S(=O)(=O)N(CC(=O)OC(C)(C)C)CC1=C(C=CC=C1)F tert-butyl N-((2-bromo-3,4,5,6-tetrafluorophenyl)sulfonyl)-N-(2-fluorobenzyl)glycinate